C(C1CO1)OP(=O)(CC)CC diethylphosphinic glycidyl ester